2-[[4-[4-(dimethylamino)-1-piperidinyl]-6-[[(3,4,5-trimethoxyphenyl)methyl]amino]-2-pyrimidinyl]amino]-4-methyl-5-thiazolecarboxylic acid ethyl ester C(C)OC(=O)C1=C(N=C(S1)NC1=NC(=CC(=N1)N1CCC(CC1)N(C)C)NCC1=CC(=C(C(=C1)OC)OC)OC)C